Ethyl 2-(4-methoxy-3-methylbenzyl)-3-oxobutanoate COC1=C(C=C(CC(C(=O)OCC)C(C)=O)C=C1)C